BrC1=C(C=C(C=C1)C)C(C(C)C)N1C(C2=CC=CC=C2C1=O)=O 2-[1-(2-bromo-5-methylphenyl)-2-methylpropyl]-1H-isoindole-1,3(2H)-dione